(S)-5-methyl-N-(3-(1-(pyrido[2,3-b]pyrazin-2-ylamino)ethyl)phenyl)nicotinamide benzyl-N-{1-tert-butyl-3-[(1S,3R)-3-[(tert-butyldimethylsilyl)oxy]cyclopentyl]-1H-pyrazol-5-yl}carbamate C(C1=CC=CC=C1)OC(NC1=CC(=NN1C(C)(C)C)[C@@H]1C[C@@H](CC1)O[Si](C)(C)C(C)(C)C)=O.CC=1C=NC=C(C(=O)NC2=CC(=CC=C2)[C@H](C)NC=2N=C3C(=NC2)N=CC=C3)C1